C(C(C(C(C(CO)O)O)O)O)C(=O)C(=O)O 2-keto-3-deoxyoctulosonic acid